O-benzyl-acetaldoxime C(C1=CC=CC=C1)ON=CC